r-butyl (5R,8S)-8-carbamoyl-10-oxo-7,11-diazadispiro[2.1.45.23]undecane-7-carboxylate C(N)(=O)[C@H]1N(C[C@]2(CC3(CC3)NC2=O)C1)C(=O)OCCCC